methyl (2S)-2-[(2-ethylpyrazole-3-carbonyl) amino]-2-spiro[2.3]hexan-5-yl-acetate C(C)N1N=CC=C1C(=O)N[C@H](C(=O)OC)C1CC2(CC2)C1